((2S,3R,6R)-2,6-Dimethyl-3-(((5-(trifluoromethyl)pyrazin-2-yl)amino)methyl)morpholino)(5-fluoro-2-(pyrimidin-2-yl)phenyl)methanone C[C@@H]1O[C@@H](CN([C@@H]1CNC1=NC=C(N=C1)C(F)(F)F)C(=O)C1=C(C=CC(=C1)F)C1=NC=CC=N1)C